tris[2-(methoxymethoxy)ethyl]amine-N-oxide COCOCC[N+](CCOCOC)(CCOCOC)[O-]